4-(2-cyclopropoxyethoxy)-N-(2,6-dichlorophenyl)-2-[(1-{[(2S)-4-methylmorpholin-2-yl]methyl}-1H-pyrazol-4-yl)amino]pyrimidine-5-carboxamide C1(CC1)OCCOC1=NC(=NC=C1C(=O)NC1=C(C=CC=C1Cl)Cl)NC=1C=NN(C1)C[C@@H]1CN(CCO1)C